triazaole N1N=NC=C1